methyl 4,5,6,7-tetrahydropyrazolo[1,5-a]pyrazine-2-carboxylate N1=C(C=C2N1CCNC2)C(=O)OC